ClC1=NC=C2N=C(N(C2=N1)C1CCOCC1)Cl 2,8-Dichloro-9-(tetrahydro-2H-pyran-4-yl)-9H-purine